2-nonadecyl-5-octadecyloxypyridinium tetrakis(pentafluorophenyl)borate FC1=C(C(=C(C(=C1[B-](C1=C(C(=C(C(=C1F)F)F)F)F)(C1=C(C(=C(C(=C1F)F)F)F)F)C1=C(C(=C(C(=C1F)F)F)F)F)F)F)F)F.C(CCCCCCCCCCCCCCCCCC)C1=[NH+]C=C(C=C1)OCCCCCCCCCCCCCCCCCC